8-Cyclopentyl-2-(methylthio)pyrido[2,3-d]pyrimidin-7(8H)-one C1(CCCC1)N1C(C=CC2=C1N=C(N=C2)SC)=O